tert-butyl (1-(2-(4-(trifluoromethyl)phenyl)quinazolin-4-yl)pyrrolidin-3-yl)carbamate FC(C1=CC=C(C=C1)C1=NC2=CC=CC=C2C(=N1)N1CC(CC1)NC(OC(C)(C)C)=O)(F)F